CCCCCCC(CC=CCC(CCCCCC)OC1=CC=C(C=C1)CCC(C)=O)OC1=CC=C(C=C1)CCC(C)=O 4'-((octadeca-9-en-7,12-diylbis(oxy))bis(4,1-phenylene))bis(butan-2-one)